C(C)OC(=O)C=1C=NN(C1C(F)(F)F)C1=C(C=C(C=C1)Cl)C 1-(4-chloro-2-methylphenyl)-5-(trifluoromethyl)-1H-pyrazole-4-carboxylic acid ethyl ester